7-chloro-5-(1-ethylpropyl)pyrazolo[1,5-a]Pyrimidine ClC1=CC(=NC=2N1N=CC2)C(CC)CC